CC1=NC(=CC(=N1)NC1=NN2C(C=C(C=C2)C2=CC(=NC=C2OC[C@@H]2CNCCO2)OCC)=C1)C N-(2,6-dimethylpyrimidin-4-yl)-5-[2-ethoxy-5-[[(2S)-morpholin-2-yl]methoxy]-4-pyridyl]pyrazolo[1,5-a]pyridin-2-amine